Dimethylzirconium [2',2'''-(pyridine-2,6-diyl)bis(3-((3r,5r,7r)-adamantan-1-yl)-4',5-dimethyl-[1,1'-biphenyl]-2-olate)] N1=C(C=CC=C1C1=C(C=CC(=C1)C)C=1C(=C(C=C(C1)C)C12CC3CC(CC(C1)C3)C2)[O-])C2=C(C=CC(=C2)C)C=2C(=C(C=C(C2)C)C23CC1CC(CC(C2)C1)C3)[O-].C[Zr+2]C